1-(1-(3-fluorobenzyl)-1H-benzo[d]imidazol-2-yl)piperidin-4-ol FC=1C=C(CN2C(=NC3=C2C=CC=C3)N3CCC(CC3)O)C=CC1